(4'-cyano-[1,1-biphenyl]-4-yl)boronic acid C(#N)C1=CC=C(C=C1)C1=CC=C(C=C1)B(O)O